CN([C@@H](C(C)C)C(=O)O)C(=O)N1CCN(CCC1)C(=O)C1[N@@](C1)C(C1=CC=CC=C1)(C1=CC=CC=C1)C1=CC=CC=C1 N-methyl-N-(4-((R)-1-tritylaziridine-2-carbonyl)-1,4-diazepane-1-carbonyl)-L-valine